NCC(O)C=1C=C(C(=C2C=CN=CC12)CNC1CC(C1)OC1=CC(=C(C=C1)F)C(F)(F)F)F 2-amino-1-(6-fluoro-5-((((1r,3r)-3-(4-fluoro-3-(trifluoromethyl)phenoxy)cyclobutyl)amino)methyl)isoquinolin-8-yl)ethan-1-ol